6-(3-Fluoropropoxy)-2,7,8-trimethyl-2-(4,8,12-trimethyltridecane-3,7,11-trien-1-yl)-chromane FCCCOC=1C=C2CCC(OC2=C(C1C)C)(CCC=C(CCC=C(CCC=C(C)C)C)C)C